(R)-N-(5-chloro-6-(2H-1,2,3-triazol-2-yl)pyridin-3-yl)-2-ethyl-8,8-dimethyl-7,8-dihydro-6H-cyclopenta[e]pyrazolo[1,5-a]pyrimidine-6-carboxamide ClC=1C=C(C=NC1N1N=CC=N1)NC(=O)[C@@H]1CC(C2=C1C=NC=1N2N=C(C1)CC)(C)C